ClC1=NN2C(N=CC3=C2[C@@](CN3C(=O)NC3=CC(=NC(=C3)C(F)(F)F)NC3CN(C3)C)(C(F)(F)F)C)=C1 (R)-2-chloro-8-methyl-N-(2-((1-methylazetidin-3-yl)amino)-6-(trifluoromethyl)pyridin-4-yl)-8-(trifluoromethyl)-7,8-dihydro-6H-pyrazolo[1,5-a]pyrrolo[2,3-e]pyrimidine-6-carboxamide